diphenyldi[4-(pyridin-3-yl)phenyl]silane C1(=CC=CC=C1)[Si](C1=CC=C(C=C1)C=1C=NC=CC1)(C1=CC=C(C=C1)C=1C=NC=CC1)C1=CC=CC=C1